6-fluoro-N-(5-(5-((1R,2S)-2-fluorocyclopropyl)-1,2,4-oxadiazol-3-yl)-2-methylphenyl)pyrazolo[1,5-a]pyridine-3-carboxamide FC=1C=CC=2N(C1)N=CC2C(=O)NC2=C(C=CC(=C2)C2=NOC(=N2)[C@@H]2[C@H](C2)F)C